((S)-2-methylpiperazin-1-yl)-9-(trifluoromethyl)-2,3-dihydro-5H-[1,4]thiazino[2,3,4-ij]quinazolin-5-one C[C@@H]1N(CCNC1)C1CN2C(N=CC3=CC(=CC(=C23)S1)C(F)(F)F)=O